tert-Butyl 3-((2,2-dimethyl-5-((6-(1-methyl-1H-pyrazol-4-yl)pyridin-2-yl)carbamoyl)-2,3-dihydrofuro[2,3-b]pyridin-6-yl)oxy)pyrrolidine-1-carboxylate CC1(CC=2C(=NC(=C(C2)C(NC2=NC(=CC=C2)C=2C=NN(C2)C)=O)OC2CN(CC2)C(=O)OC(C)(C)C)O1)C